CNC(C(=O)C1=CC=CC=C1)C α-Methylaminopropiophenon